9-(1-((6-chloro-2'-methyl-[2,4'-bipyridin]-3-yl)amino)ethyl)-4-ethyl-7-methyl-3-((S)-tetrahydrofurane-3-yl)-3,4-dihydro-5H-pyrazolo[3,4-c]isoquinolin-5-one ClC1=CC=C(C(=N1)C1=CC(=NC=C1)C)NC(C)C=1C=2C3=C(N(C(C2C=C(C1)C)=O)CC)N(N=C3)[C@@H]3COCC3